(4R,5R)-4-((2-chlorophenyl)amino)-5-(2,2-difluoro-3-(4-methoxyphenyl)-3-oxopropyl)-5-phenylcyclopent-2-en-1-one ClC1=C(C=CC=C1)N[C@@H]1C=CC([C@@]1(C1=CC=CC=C1)CC(C(=O)C1=CC=C(C=C1)OC)(F)F)=O